N-benzyl-3-oxo-piperidine-4-carboxylic acid ethyl ester hydrochloride Cl.C(C)OC(=O)C1C(CN(CC1)CC1=CC=CC=C1)=O